FC(C=1C=C2C(=NN(C2=CC1)CC=1C=NC(=CC1)C(F)(F)F)NC(=O)C=1N=NC=CC1)(F)F N-(5-(trifluoromethyl)-1-((6-(trifluoromethyl)pyridin-3-yl)methyl)-1H-indazol-3-yl)pyridazine-3-carboxamide